S1C=CC2=C1C1=C(S2)C(C2=C(SC3=C2SC=C3)C1=O)=O dithieno[2,3-d:2',3'-d']benzo[1,2-b:4,5-b']dithiophene-5,10-dione